(1S,Z)-3-(2-((1R,3aS,7aR,E)-7a-methyl-1-((2R)-5-(2-methyloxiran-2-yl)pentan-2-yl)octahydro-4H-inden-4-ylidene)ethylidene)-4-methylenecyclohexan-1-ol C[C@@]12CCC/C(/[C@@H]2CC[C@@H]1[C@H](C)CCCC1(OC1)C)=C\C=C/1\C[C@H](CCC1=C)O